FC1=C(C=CC(=C1)F)N(C(=O)OC(C)(C)C)C1=C(C=C(C=C1)N=S(=O)(C)C)C=1C2=C(C(N(C1)C)=O)NC=C2 4-{2-[N-(2,4-difluorophenyl)-N-tert-butoxycarbonylamino]-5-{[dimethyl(oxo)-λ6-sulfanylidene]amino}phenyl}-6-methyl-1,6-dihydro-7H-pyrrolo[2,3-c]pyridin-7-one